7-(2-propoxyphenyl)-N-(3-pyridyl)benzofuran-2-carboxamide C(CC)OC1=C(C=CC=C1)C1=CC=CC=2C=C(OC21)C(=O)NC=2C=NC=CC2